3-butenoic acid diphenylmethyl ester C1(=CC=CC=C1)C(C1=CC=CC=C1)OC(CC=C)=O